(2S,3R,4R)-1-butyl-2-(hydroxymethyl)piperidine-3,4-diol C(CCC)N1[C@H]([C@H]([C@@H](CC1)O)O)CO